5-fluoro-4-methylbenzamide FC=1C(=CC=C(C(=O)N)C1)C